2,4-dimethylphenyl (S)-phenylphosphonate C1(=CC=CC=C1)P(OC1=C(C=C(C=C1)C)C)([O-])=O